[K+].P(=O)([O-])([O-])OCCC(C)C.[K+] isopentanol phosphate potassium salt